3-(3-(trifluoromethyl)azetidin-1-yl)benzene-1,2-diamine FC(C1CN(C1)C1=C(C(=CC=C1)N)N)(F)F